CC(C(CCCCCCCCCCC)=O)=O tetradecandione